(S)-benzyl 2-(2-(1-acetamido-2-methylpropyl)-3-methyl-7-morpholino-3H-imidazo[4,5-b]pyridin-5-yl)hydrazinecarboxylate C(C)(=O)N[C@@H](C(C)C)C1=NC=2C(=NC(=CC2N2CCOCC2)NNC(=O)OCC2=CC=CC=C2)N1C